O1CCN(CC1)C1=NC(=NN1C1=CC=C(C=C1)OC(F)(F)F)C1=C(C=O)C=CC=C1 [5-(Morpholino)-1-[4-(trifluoromethoxy)phenyl]-1,2,4-triazol-3-yl]benzaldehyd